CN1C(=NC2=C(C=C(C=C2C1=O)C)C(C)OC1=C(C(=O)N)C=CC=C1)N1CCCCC1 2-(1-(3,6-dimethyl-4-oxo-2-(piperidine-1-yl)-3,4-dihydroquinazolin-8-yl)ethoxy)benzamide